FC=1C(=C(C=CC1)[C@@H]1N=C(NC(=C1C(=O)OCC)C)C=1SC=CN1)C Ethyl (S)-4-(3-fluoro-2-methylphenyl)-6-methyl-2-(thiazol-2-yl)-1,4-dihydropyrimidine-5-carboxylate